FC=1C=C(C=C(C1)OC)C(=O)N1CC2=C(N=C(N=C2)C2=NC=CC=C2)CC1 (3-fluoro-5-methoxy-phenyl)-[2-(2-pyridyl)-7,8-dihydro-5H-pyrido[4,3-d]pyrimidin-6-yl]methanone